NC1=C2C(=NC=N1)N(N=C2C2=CC=C(C=C2)Br)C2CCC(CC2)(O)C 4-[4-amino-3-(4-bromophenyl)pyrazolo[3,4-d]pyrimidin-1-yl]-1-methyl-cyclohexanol